COC=1C=C(CN2C(=NC=3C2=NC=C(C3)C3=NN(C=C3)C)N)C=CC1OCC=1C=NC(=CC1)OC 3-(3-methoxy-4-((6-methoxypyridin-3-yl)methoxy)benzyl)-6-(1-methyl-1H-pyrazol-3-yl)-3H-imidazo[4,5-b]pyridin-2-amine